2,6-difluoro-3-[(3-fluorophenyl)sulfonylamino]-N-(3-methoxy-1H-pyrazolo[3,4-b]pyridin-5-yl)benzamide FC1=C(C(=O)NC=2C=C3C(=NC2)NN=C3OC)C(=CC=C1NS(=O)(=O)C1=CC(=CC=C1)F)F